CN(C(SC1=C(C(=CC=C1)F)C1=CC(=NO1)C(F)F)=O)C S-[2-[3-(difluoromethyl)isoxazol-5-yl]-3-fluoro-phenyl] N,N-dimethylcarbamothioate